N1CC(C1)N1CCC(CC1)N1CCN(CC1)C=1C=C2CN(C(C2=CC1)=O)[C@@H]1C(NC(CC1)=O)=O (S)-3-(5-(4-(1-(azetidin-3-yl)piperidin-4-yl)piperazin-1-yl)-1-oxoisoindolin-2-yl)piperidine-2,6-dione